2-(3,8-diazabicyclo[3.2.1]oct-8-yl)-N4-(6-fluoro-1H-indazol-5-yl)-N6,N6-dimethylpyrimidine-4,6-diamine C12CNCC(CC1)N2C2=NC(=CC(=N2)NC=2C=C1C=NNC1=CC2F)N(C)C